1,5-dimethylbicyclo[3.2.1]octan-8-one oxime CC12CCCC(CC1)(C2=NO)C